C(C1=CC=CC=C1)OC(=O)N[C@@H](C(=O)O)CC=C (R)-2-benzyloxycarbonylamino-pent-4-enoic acid